C1(CC1)[C@H](NCC)C1=NC=C(C=C1)C(F)(F)F (S)-N-(cyclopropyl-(5-(trifluoromethyl)pyridin-2-yl)methyl)ethanamine